OC1CCC2(C3CC=C4C5C(C(CCC5(CCC4(C3(CCC2C1(C(=O)O)C)C)C)C)C)C)C 3-hydroxy-4,6a,6b,8a,11,12,14b-heptamethyl-2,3,4a,5,6,7,8,9,10,11,12,12a,14,14a-tetradecahydro-1H-picene-4-carboxylic acid